CN1C(C2(CCOCC2)C2=CC=CC(=C12)CC(=O)OC(C)(C)C)=O tert-butyl 2-(1-methyl-2-oxo-2',3',5',6'-tetrahydrospiro[indoline-3,4'-pyran]-7-yl)acetate